2,6-difluoro-4'-(1,1,1,3,3,3-hexafluoro-2-hydroxypropan-2-yl)-[1,1'-biBenzene]-4-carbaldehyde FC1=C(C(=CC(=C1)C=O)F)C1=CC=C(C=C1)C(C(F)(F)F)(C(F)(F)F)O